phenyl N-[3-methyl-4-(4,4,5,5-tetramethyl-1,3,2-dioxaborolan-2-yl)phenyl]carbamate CC=1C=C(C=CC1B1OC(C(O1)(C)C)(C)C)NC(OC1=CC=CC=C1)=O